C[SiH](O[Si](C)(C)C)Cl tetramethyl-3-chlorodisiloxane